2-[4-[2-[4-(1,2-dicarboxyethyl)phenoxy]ethoxy]phenyl]butanedioic acid C(=O)(O)C(CC(=O)O)C1=CC=C(OCCOC2=CC=C(C=C2)C(C(=O)O)CC(=O)O)C=C1